3-methoxy-N-(5-((2-(piperidin-1-yl)pyrimidin-5-yl)oxy)thiazol-2-yl)cyclobutanecarboxamide COC1CC(C1)C(=O)NC=1SC(=CN1)OC=1C=NC(=NC1)N1CCCCC1